BrC1=CC(=C(C(=C1)OC)S(=O)(=O)N(C1=NOC2=C1C=C(C(=C2)N(C(OC(C)(C)C)=O)C2=NN(C(=C2)C2CC2)C2OCCCC2)O)CC2=CC=C(C=C2)OC)OC tert-butyl (3-{(4-bromo-2,6-dimethoxybenzene-1-sulfonyl)[(4-methoxyphenyl)methyl]amino}-5-hydroxy-1,2-benzoxazol-6-yl)[5-cyclopropyl-1-(oxan-2-yl)-1H-pyrazol-3-yl]carbamate